(R)-2-(5-(p-tolyl)-1H-imidazol-2-yl)piperidin C1(=CC=C(C=C1)C1=CN=C(N1)[C@@H]1NCCCC1)C